3-(3-ethyl-4-oxo-spiro[6,8-dihydro-5H-pyrazolo[4,3-c]azepine-7,4'-tetrahydropyran]-1-yl)propyl 5-methylthiazole-4-carboxylate CC1=C(N=CS1)C(=O)OCCCN1N=C(C=2C(NCC3(CCOCC3)CC21)=O)CC